O=C1NC=2N(C3=C1C=CC(=N3)C(F)(F)F)N=C(C2)C(=O)OCC Ethyl 5-oxo-8-(trifluoromethyl)-4,5-dihydropyrazolo[1,5-a]pyrido[3,2-e]pyrimidine-2-carboxylate